tert-butyl (7-((3aR,4R,6R,6aR)-6-(aminomethyl)-2,2-dimethyltetrahydrofuro[3,4-d][1,3]dioxol-4-yl)-5-methyl-7H-pyrrolo[2,3-d]pyrimidin-4-yl)(methyl)carbamate NC[C@H]1O[C@H]([C@H]2[C@@H]1OC(O2)(C)C)N2C=C(C1=C2N=CN=C1N(C(OC(C)(C)C)=O)C)C